C(C1=CC=CC=C1)OCC(C(=O)OCC)(C(=O)OCC)CC1=CC(=C(C=C1)C)S(N(C)C)(=O)=O diethyl 2-(benzyloxymethyl)-2-[[3-(dimethylsulfamoyl)-4-methyl-phenyl]methyl]propanedioate